C(C)OC(=O)C1=COC2=C1C=CC=C2C2=NN=NN2 7-(1H-tetrazol-5-yl)benzofuran-3-carboxylic acid ethyl ester